Cl.Cl.S1CC[C@@H](C2=NC=CC=C21)CN |o1:5| rel-1-[(4R)-3,4-dihydro-2H-thiopyrano[3,2-b]pyridin-4-yl]methylamine dihydrochloride